4-chloro-6-ethyl-5-fluoropyrimidine ClC1=NC=NC(=C1F)CC